ClC1=NC=C(C(=N1)NC1=CC(=C(C=C1)Cl)OC)CCC 2-Chloro-5-propyl-N4-(3-methoxy-4-chlorophenyl)pyrimidin-4-amine